C(C)(C)(C)C=1C=C(C=CC1OC)C1(OCCO1)C1=CC=C(C=C1)/C=C/C(=O)OC Methyl (2E)-3-{4-[2-(3-tert-butyl-4-methoxyphenyl)-1,3-dioxolan-2-yl]phenyl}prop-2-Enoat